O=C1C(NCS1)CC(=O)Cl 5-oxothiazolidine-4-yl-acetyl chloride